1-(2-(2-methoxyphenyl)-2-((tetrahydro-2H-pyran-4-yl)oxy)ethyl)-5-methyl-3-(7-methylimidazo[1,2-a]pyridin-8-yl)-6-(oxazol-2-yl)thieno[2,3-d]pyrimidine COC1=C(C=CC=C1)C(CN1CN(CC2=C1SC(=C2C)C=2OC=CN2)C=2C=1N(C=CC2C)C=CN1)OC1CCOCC1